NC(CC[C@H]1C(N(CC2N(O[C@@H](C(N21)=O)CC2=CC=CC=C2)C(=O)NCCCCCC)CCC(C2=CC=CC=C2)C2=CC=CC=C2)=O)=O (3R,6S)-6-(3-amino-3-oxopropyl)-3-benzyl-8-(3,3-diphenylpropyl)-N-hexyl-4,7-dioxohexahydropyrazino[2,1-c][1,2,4]oxadiazine-1(6H)-carboxamide